FC1=CC(=C(C(=C1)C(C)C)NC(=O)NS(=O)(=O)N1CCOCC1)C(C)C N-((4-Fluoro-2,6-diisopropylphenyl)carbamoyl)morpholin-4-sulfonamid